5,7-dioxo-4,5,6,7-tetrahydropyrazolo[1,5-a]pyrimidine-3-carboxylic acid ethyl ester C(C)OC(=O)C=1C=NN2C1NC(CC2=O)=O